13-benzhydryl-4-hydroxy-8,9,10,11-tetrahydro-7H,13H-pyridazino[1',6':4,5][1,2,4]triazino[1,2-a][1,2]diazepine-3,5-dione C(C1=CC=CC=C1)(C1=CC=CC=C1)C1N2C(C(N3N1CCCCC3)=O)=C(C(C=N2)=O)O